P(O)(O)=O.NCCOCCO 2-(2-aminoethoxy)ethanol phosphonate